1-((4-(4-((3-(3,6-difluoropyridin-2-yl)-1-((1r,4r)-4-ethoxycyclohexyl)-1H-pyrazol-4-yl) carbamoyl) thiazol-2-yl)-1H-pyrazol-1-yl) methyl) 4-methyl D-aspartate N[C@H](CC(=O)OC)C(=O)OCN1N=CC(=C1)C=1SC=C(N1)C(NC=1C(=NN(C1)C1CCC(CC1)OCC)C1=NC(=CC=C1F)F)=O